2,3-dimethyl-6-(2-dimethylaminoethyl)-6H-indolo-(2,3-b)quinoxaline CC=1C=C2N=C3C(=NC2=CC1C)N(C=1C=CC=CC13)CCN(C)C